6-(4-(furan-2-yl)-2H-1,2,3-triazole-2-carbonyl)-L-lysine O1C(=CC=C1)C1=NN(N=C1)C(=O)C(CCC[C@H](N)C(=O)O)N